FC1=C(C=C(C=C1)N1N=CN=C1C=1C=CC=2N(C1)C(=CN2)C=2C=CC(=NC2)NC(C)=O)OC N-[5-[6-[2-(4-fluoro-3-methoxy-phenyl)-1,2,4-triazol-3-yl]imidazo[1,2-a]pyridin-3-yl]-2-pyridyl]acetamide